FC(F)F.FC(F)F.[Li] lithium bis-(trifluoromethane)